1-(2,6-difluorobenzyl)-5-((dimethylamino)methyl)-3-(6-(2-fluoroethoxy)pyridin-2-yl)-6-(4-nitrophenyl)thieno[2,3-d]pyrimidine-2,4(1H,3H)-dione FC1=C(CN2C(N(C(C3=C2SC(=C3CN(C)C)C3=CC=C(C=C3)[N+](=O)[O-])=O)C3=NC(=CC=C3)OCCF)=O)C(=CC=C1)F